ClC(C(=O)OC(C(F)(F)F)(C(F)(F)F)C1=CC=CC=C1)=C 1-phenyl-1-trifluoromethyl-2,2,2-trifluoroethyl α-chloroacrylate